ClC=1C=C(NC2=NC=3N(C=C2)N=CC3N)C=CC1F 5-(3-chloro-4-fluoroanilino)-3-aminopyrazolo[1,5-A]pyrimidine